(R)-5-(2-(2,5-difluorophenyl)pyrrolidin-1-yl)-N-methylpyrazolo[1,5-a]pyrimidine-3-carboxamide FC1=C(C=C(C=C1)F)[C@@H]1N(CCC1)C1=NC=2N(C=C1)N=CC2C(=O)NC